(Z)-pent-3-en-2-ol CC(\C=C/C)O